C(C)(C)(C)OC(=O)C=1C=NN(C1N)C1=NC(=CC(=N1)C#N)NC1=CC(=CC=C1)Br tert-butyl-{4-cyano-6-[(3-bromophenyl) amino] pyrimidin-2-yl}-5-amino-1H-pyrazole-4-carboxylate